FC(OC1=CC(=NN1)NC1=CN=C2C(=N1)N(N=C2)[C@@H](C)[C@H]2COCCC2)F N-(5-(difluoromethoxy)-1H-pyrazol-3-yl)-1-((S)-1-((S)-tetrahydro-2H-pyran-3-yl)ethyl)-1H-pyrazolo[3,4-b]pyrazin-6-amine